S(=O)(=O)(O)C1=CC=C(C)C=C1.C(C1=CC=CC=C1)NC=1C2=C(N=C(N1)N1C(=CC=3C(=CC=CC13)C(=O)N)C)NCCC2 1-(4-(benzylamino)-5,6,7,8-tetrahydropyrido[2,3-d]pyrimidin-2-yl)-2-methyl-1H-indole-4-carboxamide tosylate salt